3-(5-(((1S,2R)-2-(((3,3-Difluorocyclobutyl)methyl)amino)cyclohexyl)(methyl)amino)-1-oxoisoindolin-2-yl)piperidin-2,6-dion FC1(CC(C1)CN[C@H]1[C@H](CCCC1)N(C=1C=C2CN(C(C2=CC1)=O)C1C(NC(CC1)=O)=O)C)F